N-(benzo[d][1,3]dioxol-5-yl)-4-((3-fluorophenyl)sulfonamido)benzamide O1COC2=C1C=CC(=C2)NC(C2=CC=C(C=C2)NS(=O)(=O)C2=CC(=CC=C2)F)=O